ClC1=C(C=CC(=C1)S(=O)(=O)C)N(C(OC(C)(C)C)=O)CC#C tert-butyl N-(2-chloro-4-methylsulfonyl-phenyl)-N-prop-2-ynyl-carbamate